O1C(=NC=C1)C=1N=C(C=2N(C1)N=CN2)N 6-(oxazol-2-yl)-[1,2,4]triazolo[1,5-a]pyrazin-8-amine